C1(=CC=CC=C1)P(C1=CC=CC=C1)CC=1N(C2=CC=CC=C2C1[C@@H](N[S@](=O)C(C)(C)C)C1=CC=C(C=C1)OC)S(=O)(=O)C1=CC=CC=C1 (R)-N-((S)-(2-((diphenylphosphanyl)methyl)-1-(phenylsulfonyl)-1H-indol-3-yl)(4-methoxyphenyl)methyl)-2-methylpropane-2-sulfinamide